[N+](=O)([O-])C=1C(=NC(=CC1)N1CC(NCCC1)=O)NC1=CC=C(CN2CCN(CC2)C(=O)OCCCC)C=C1 Butyl 4-(4-((3-nitro-6-(3-oxo-1,4-diazepan-1-yl)pyridin-2-yl)amino)benzyl)piperazine-1-carboxylate